CC1=C(C(=CC(=C1)C)C)S(=O)(=O)O.NN1CC(=CC(=C1)Br)Br 1-amino-3,5-dibromopyridine 2,4,6-trimethylbenzenesulfonate